C1(CC1)C=1N=NN(C1)[C@H](C(=O)N1[C@@H](C[C@H](C1)O)C(=O)N[C@H]1[C@H]2CC[C@@H]([C@@H]1C(F)(F)F)O2)C(C)(C)C (2S,4R)-1-[(2S)-2-(4-cyclopropyltriazol-1-yl)-3,3-dimethyl-butanoyl]-4-hydroxy-N-[(1R,2R,3R,4S)-3-(trifluoromethyl)-7-oxabicyclo[2.2.1]heptan-2-yl]pyrrolidine-2-carboxamide